O1[C@@H](COCC1)CNC1=NC(N2C(C3=CC=C(C=C3CC2)OCC=C)=C1)=O (R)-2-(((1,4-dioxane-2-yl)methyl)amino)-9-(allyloxy)-6,7-dihydro-4H-pyrimido[6,1-a]isoquinolin-4-one